NC1=C(C(=O)N)C=C(C(=C1I)F)Br amino-5-bromo-4-fluoro-3-iodobenzamide